C(C=CCCC(=O)O)(=O)O Hexendioic acid